C1=CC2=C(C=C1[N+](=O)[O-])C(=O)C3=C2C(=CC(=C3)[N+](=O)[O-])[N+](=O)[O-] 2,4,7-trinitrofluorenone